BrC1=CC=C(C=C1)C1=NOC(N1C)=O 3-(4-bromophenyl)-4-methyl-1,2,4-oxadiazol-5-one